(E)-8-(2-(2-(4-(dicyanomethylene)-6-hydroxy-4H-benzopyran-2-yl)vinyl)-5-hydroxyphenoxy)octanoic acid C(#N)C(=C1C=C(OC2=C1C=C(C=C2)O)/C=C/C2=C(OCCCCCCCC(=O)O)C=C(C=C2)O)C#N